8-(3-(4-fluorophenyl)ureido)-N-((tetrahydro-2H-pyran-2-yl)oxy)chromane-2-carboxamide FC1=CC=C(C=C1)NC(NC=1C=CC=C2CCC(OC12)C(=O)NOC1OCCCC1)=O